2-(3-chlorophenyl)-1-cyclohexyl-2,2-difluoroethyl ((S)-1-oxo-1-(((S)-1-oxo-3-((S)-2-oxopyrrolidin-3-yl)propan-2-yl)amino)-3-phenylpropan-2-yl)carbamate O=C([C@H](CC1=CC=CC=C1)NC(OC(C(F)(F)C1=CC(=CC=C1)Cl)C1CCCCC1)=O)N[C@H](C=O)C[C@H]1C(NCC1)=O